N1C=C(C2=CC=CC=C12)C([C@H](C1=CC=CC=C1)NCCC1=CC=C(C=C1)CC(=O)N(C)C)=O |r| (S)- and (R)-2-(4-(2-((2-(1H-indol-3-yl)-2-oxo-1-phenylethyl)amino)ethyl)phenyl)-N,N-dimethylacetamide